4-[5-[(1S)-2-amino-1-hydroxyethyl]pyrimidin-2-yl]-3-(2-methyl-6-pyrrolidin-1-ylpyrimidin-4-yl)oxybenzonitrile NC[C@@H](O)C=1C=NC(=NC1)C1=C(C=C(C#N)C=C1)OC1=NC(=NC(=C1)N1CCCC1)C